N1(CCCCC1)S(=O)(=O)NC(C1=CC=CC=C1)=O N-(piperidin-1-ylsulfonyl)benzamide